4-(2,6-dioxopiperidin-3-yl)-2-fluorophenyl-2,7-diazaspiro[3.5]nonane-2-carboxylate O=C1NC(CCC1C1=CC(=C(C=C1)OC(=O)N1CC2(C1)CCNCC2)F)=O